1-(4-chlorophenyl)-N-(4-fluorophenyl)-1H-1,2,4-triazole-3-carboxamide ClC1=CC=C(C=C1)N1N=C(N=C1)C(=O)NC1=CC=C(C=C1)F